diethyl 3,5-di-t-butyl-4-hydroxybenzyl phosphate P(=O)(OCC)(OCC)OCC1=CC(=C(C(=C1)C(C)(C)C)O)C(C)(C)C